FC=1C(N(C=CC1C1=CC=CC=C1)CC1(CCN(CC12CCCC2)C(=O)OC(C)(C)C)O)=O tert-Butyl 10-((3-fluoro-2-oxo-4-phenylpyridin-1(2H)-yl)methyl)-10-hydroxy-7-azaspiro[4.5]decane-7-carboxylate